3-(3-chloro-4-fluorophenyl)-1-(1(R)-(1-oxo-1,2-dihydroisoquinolin-4-yl)ethyl)-1-(((S)-tetrahydrofuran-3-yl)methyl)urea ClC=1C=C(C=CC1F)NC(N(C[C@H]1COCC1)[C@H](C)C1=CNC(C2=CC=CC=C12)=O)=O